3-(TRIFLUOROMETHYL)-1-TRITYL-1H-PYRAZOL-4-YLBORONIC ACID FC(C1=NN(C=C1B(O)O)C(C1=CC=CC=C1)(C1=CC=CC=C1)C1=CC=CC=C1)(F)F